6-(1-(2-oxaspiro[3.3]heptane-6-yl)piperidine-4-yl)-2-((5-(5-(difluoromethyl)-1,3,4-oxadiazole-2-yl)pyridine-2-yl)methyl)-4,4-dimethylisoquinoline-1,3(2H,4H)-dione C1OCC12CC(C2)N2CCC(CC2)C=2C=C1C(C(N(C(C1=CC2)=O)CC2=NC=C(C=C2)C=2OC(=NN2)C(F)F)=O)(C)C